(1S,3R)-3-(dibenzylamino)-cyclohexanol C(C1=CC=CC=C1)N([C@H]1C[C@H](CCC1)O)CC1=CC=CC=C1